C(C)N1CCC2=C(C=CC=C12)N1C(C2=CC(=C(C=C2C(=C1)C(=O)N1CCC(CC1)F)OC)OC)=O 2-(1-ethylindolin-4-yl)-4-(4-fluoropiperidine-1-carbonyl)-6,7-dimethoxyisoquinolin-1(2H)-one